C(C)(=O)O[C@H]1\C=C/C[C@@H]2C([C@@H]2CC1)(C(=O)OC)C(=O)OC (Z)-Dimethyl (1S,5R,8R,Z)-5-acetoxybicyclo[6.1.0]non-3-ene-9,9-dicarboxylate